O1CCC(CC1)CNC(C)=O N-((tetrahydro-2H-pyran-4-yl)methyl)acetamide